CC(C(=O)OC)(CCC=C)C methyl 2,2-dimethyl-5-hexenoate